6-benzyl-2-(3-oxopentyl)benzoic acid C(C1=CC=CC=C1)C1=CC=CC(=C1C(=O)O)CCC(CC)=O